C(CC)C(C#N)CCC 2-Propylvaleronitrile